2-fluoro-N-(6-(2-methylpyridin-3-yl)benzo[d]thiazol-2-yl)cyclopropane-1-carboxamide FC1C(C1)C(=O)NC=1SC2=C(N1)C=CC(=C2)C=2C(=NC=CC2)C